2-(diethylamino)-1-(4-(2-(4-isopropyl-5-(8-methoxy-[1,2,4]triazolo[1,5-a]pyridin-6-yl)-1H-pyrazol-3-yl)-4-methylthiazol-5-yl)piperazin-1-yl)ethan-1-one C(C)N(CC(=O)N1CCN(CC1)C1=C(N=C(S1)C1=NNC(=C1C(C)C)C=1C=C(C=2N(C1)N=CN2)OC)C)CC